Cl.NC(C)(C)C1=CC=C(C(=O)OC)C=C1 methyl 4-(2-aminopropan-2-yl)benzoate hydrochloride